6-(4-ethoxy-2,5-difluoro-phenyl)-5-[4-[(3S)-1-(3-fluoropropyl)pyrrolidin-3-yl]oxyphenyl]-8,9-dihydro-7H-benzo[7]annulen-2-ol C(C)OC1=CC(=C(C=C1F)C1=C(C2=C(CCC1)C=C(C=C2)O)C2=CC=C(C=C2)O[C@@H]2CN(CC2)CCCF)F